C(C)(C)(C)OC(NCC#CC1=NC=C(C=C1)C#CCO)=O (3-(5-(3-hydroxy-prop-1-yn-1-yl)pyridin-2-yl)prop-2-yn-1-yl)carbamic acid tert-butyl ester